FC1=C(C(=CC=C1)F)C1=NC=2C=CNC(C2C(=C1)NC1=CC=C(C=N1)C(C(=O)NCC)(C)C)=O 2-[6-[[2-(2,6-difluoro-phenyl)-5-oxo-6H-1,6-naphthyridin-4-yl]amino]-3-pyridyl]-N-ethyl-2-methyl-propanamide